dioctyltin diethoxide [O-]CC.[O-]CC.C(CCCCCCC)[Sn+2]CCCCCCCC